4-phenylpyrrolidine-2-carboxamide C1(=CC=CC=C1)C1CC(NC1)C(=O)N